C(C1=CC=CC=C1)OC(=O)NC12CN(C(C1)C2)C(=O)OC(C)(C)C tert-butyl 4-(benzyloxycarbonylamino)-2-azabicyclo[2.1.1]hexane-2-carboxylate